COC(C1=CC(=CC=C1)C(C)N1[C@@H](CN([C@H](C1)C)C1=C(C(N(C2=CC=C(N=C12)C#N)C)=O)C#N)C)=O 3-{1-[(2r,5s)-4-(3,6-dicyano-1-methyl-2-oxo-1,2-dihydro-1,5-naphthyridin-4-yl)-2,5-dimethylpiperazin-1-yl]ethyl}benzoic acid methyl ester